COC1=C(C(=O)P(CCCC)(CC2=CC=CC=C2)=O)C(=CC=C1)OC 2,6-dimethoxybenzoylbenzyl-butyl-phosphine oxide